C(#N)C1(CC1)NS(=O)(=O)C=1C=C(C=2N(C1)C(=CN2)C=2SC(=NN2)C(F)F)N2CC1CCC(C2)C1CO N-(1-cyanocyclopropyl)-3-(5-(difluoromethyl)-1,3,4-thiadiazol-2-yl)-8-(8-(hydroxymethyl)-3-azabicyclo[3.2.1]octan-3-yl)imidazo[1,2-a]pyridine-6-sulfonamide